6-CHLORO-2-METHYL-IMIDAZO[1,2-A]PYRIDIN-3-CARBALDEHYDE ClC=1C=CC=2N(C1)C(=C(N2)C)C=O